P(OCC)(OC1=C(C=C(C=C1C(C)(C)C)C(C)(C)C)C(C)(C)C)OC1=C(C=C(C=C1C(C)(C)C)C(C)(C)C)C(C)(C)C ethyl bis(2,4,6-tri-tert-butylphenyl) phosphite